Cl.CC=1C=C(C(=O)NC(=O)N2CCNCC2)C=CC1 N-(3-methylbenzoyl)piperazine-1-carboxamide hydrochloride